2-((S)-2-((R)-1-(2-(2,5-dichlorobenzamido)acetamido)-3-methylbutyl)-4-(methoxycarbonyl)-6-oxo-1,3,2-dioxaborinan-4-yl)acetic acid ClC1=C(C(=O)NCC(=O)N[C@@H](CC(C)C)B2OC(C[C@](O2)(C(=O)OC)CC(=O)O)=O)C=C(C=C1)Cl